C(/C=N/O)=N\O (1e,2e)-oxaldehyde dioxime